COC1=CC=C(C=C1)C1(CCCC1)C(=O)N1[C@H](CCC1)C(=O)NC1=CC2=C(NC(N2)=O)C=C1 1-{[1-(4-Methoxyphenyl)cyclopentyl]carbonyl}-N-(2-oxo-2,3-dihydro-1H-benzimidazol-5-yl)-D-prolinamide